C1OCC12CCN(CC2)C2=CC=C(C=C2)S(=O)(=O)N2CCC(CC2)NC2=CC=C(C=C2)S(F)(F)(F)(F)F 1-(4-{2-oxa-7-azaspiro[3.5]nonan-7-yl}benzenesulfonyl)-N-[4-(pentafluoro-λ6-sulfanyl)phenyl]piperidin-4-amine